isopropyl (Z)-5-(4-methoxyphenyl)-7-methyl-2-(4-(2-(4-methylpiperazin-1-yl)-2-oxoethoxy)benzylidene)-3-oxo-2,3-dihydro-5H-thiazolo[3,2-a]pyrimidine-6-carboxylate COC1=CC=C(C=C1)C1C(=C(N=C2N1C(/C(/S2)=C/C2=CC=C(C=C2)OCC(=O)N2CCN(CC2)C)=O)C)C(=O)OC(C)C